nitrilotribenzonitrile N(C1=C(C#N)C=CC=C1)(C1=C(C#N)C=CC=C1)C1=C(C#N)C=CC=C1